aminocarboxylate NC(=O)[O-]